C(C)(C)(C)OC(=O)N1CCC(CC1)N1CCC(CC1)OC1=C2CCCN(C2=CC=C1)[C@H]1C(NC(CC1)=O)=O 4-[4-[[1-[(3R)-2,6-dioxo-3-piperidinyl]-3,4-dihydro-2H-quinolin-5-yl]oxy]-1-piperidinyl]piperidine-1-carboxylic acid tert-butyl ester